CN1N=C2[C@@H](N(CCC2=C1C1=CC(=C(C(=C1)F)F)F)C(=O)C1=CN(C2=CN=CC=C21)C)C (S)-(2,7-dimethyl-3-(3,4,5-trifluorophenyl)-2,4,5,7-tetrahydro-6H-pyrazolo[3,4-c]pyridin-6-yl)(1-methyl-1H-pyrrolo[2,3-c]pyridin-3-yl)methanone